FC1=CC=C(C=C1)C=1N=C(SC1C1=CC=C(C=C1)OC1=C2N=CN(C2=NC=N1)CC(C)C)N (4-fluorophenyl)-5-(4-((9-isobutyl-9H-purin-6-yl)oxy)phenyl)thiazol-2-amine